trans-N-{2-fluoro-3-[6-oxo-4-(trifluoromethyl)-1,6-dihydropyrimidin-2-yl]-4-(trifluoromethyl)benzyl}-4-{[4-(trifluoromethyl)benzyl]oxy}cyclohexane-1-carboxamide FC1=C(CNC(=O)[C@@H]2CC[C@H](CC2)OCC2=CC=C(C=C2)C(F)(F)F)C=CC(=C1C=1NC(C=C(N1)C(F)(F)F)=O)C(F)(F)F